C1(CC1)N1C(C(=CC=C1)C(CC#CC#CC=1C=CNC1)C1=C(C=CC(=C1)F)F)=O 4-(6-(1-Cyclopropyl-2-oxo-1,2-dihydropyridin-3-yl)-6-(2,5-difluorophenyl)hex-1,3-diyn-1-yl)-1H-pyrrole